NC1=CC=C(C(=C1N1C[C@@H](N(CC1)C)CN(C(OC(C)(C)C)=O)C)C(F)(F)F)OC1=C(C=CC=C1)F tert-butyl ({(2R)-4-[6-amino-3-(2-fluorophenoxy)-2-(trifluoromethyl)phenyl]-1-methylpiperazin-2-yl}methyl)(methyl)carbamate